5-(4-(tert-butyl)phenyl)-1-isopropyl-3-(pyrrolidin-1-ylmethyl)-1H-1,2,4-triazole C(C)(C)(C)C1=CC=C(C=C1)C1=NC(=NN1C(C)C)CN1CCCC1